Maleimidocaproyl-L-valine C1(C=CC(N1CCCCCC(=O)N[C@@H](C(C)C)C(=O)O)=O)=O